COC=1C=C2C(=NC1)C(=CN2COCC[Si](C)(C)C)C=2CCN(CC2)C 4-(6-methoxy-1-{[2-(trimethylsilyl)ethoxy]methyl}pyrrolo[3,2-b]pyridin-3-yl)-1-methyl-3,6-dihydro-2H-pyridine